[2-[[2-methyl-6-[[5-(4-pyridyl)thiazol-2-yl]amino]pyrimidin-4-yl]amino]ethyl]carbamate CC1=NC(=CC(=N1)NCCNC([O-])=O)NC=1SC(=CN1)C1=CC=NC=C1